FC=1C=C(C=C(C1C=1C(=NN2C=NC(=CC21)C2=CC(=C(C=C2)F)C(F)(F)F)C(C)C)F)O 3,5-difluoro-4-(5-(4-fluoro-3-(trifluoromethyl)phenyl)-2-isopropylpyrazolo[1,5-c]pyrimidin-3-yl)phenol